C(C)(C)(C)OC(=O)N1[C@H](CN(C[C@@H]1C)C1=C2C=NC(=NC2=C(C=C1)C(=O)OC)OCC12OCC(C1)C2)C methyl 5-[(3S,5S)-4-tert-butoxycarbonyl-3,5-dimethyl-piperazin-1-yl]-2-(2-oxabicyclo[2.1.1]hexan-1-ylmethoxy)quinazoline-8-carboxylate